(1-(4-bromophenyl)cyclopropyl)methanamine BrC1=CC=C(C=C1)C1(CC1)CN